(R)-N-(2-(4-Cyanothiazolidin-3-yl)-2-oxoethyl)-6-(furan-3-yl)quinoline-4-carboxamide Bis(2,2,6,6-tetramethylpiperidin-4-yl)carbonate CC1(NC(CC(C1)OC(OC1CC(NC(C1)(C)C)(C)C)=O)(C)C)C.C(#N)[C@H]1N(CSC1)C(CNC(=O)C1=CC=NC2=CC=C(C=C12)C1=COC=C1)=O